N-[(4-hydroxy-3-methoxyphenyl)methyl]-8,8-dimethyl-6-nonenamide OC1=C(C=C(C=C1)CNC(CCCCC=CC(C)(C)C)=O)OC